OC1=C(C=C(C=C1C(C)(C)C)C(C)(C)C)N1NC2=C(N1Cl)C=CC=C2 2-(2'-hydroxy-3',5'-di-tert-butylphenyl)chlorobenzotriazoleN